(S)-2-(bis(4-methoxybenzyl)amino)-4-((1-hydroxyhexan-3-yl)amino)pyridin COC1=CC=C(CN(C2=NC=CC(=C2)N[C@H](CCO)CCC)CC2=CC=C(C=C2)OC)C=C1